3-(3-Hydroxy-4-methoxyphenyl)-1-[2-hydroxy-4-(3-methylbut-2-enoxy)phenyl]prop-2-en-1-one OC=1C=C(C=CC1OC)C=CC(=O)C1=C(C=C(C=C1)OCC=C(C)C)O